NC1=NN(C(=C1)C1=CC=C(C=C1)Cl)C(=O)C1=CC2=C(OCO2)C=C1 (3-amino-5-(4-chlorophenyl)-1H-pyrazol-1-yl)(benzo[d][1,3]dioxol-5-yl)methanone